C(#C)C1=CC(=C(C=C1)COC1=CC=CC(=N1)C1=CC(=C(C=C1F)CC=1N(C2=C(N1)C=CC(=C2)C(=O)OC(C)(C)C)CCOC)F)F Tert-butyl 2-[[4-[6-[(4-ethynyl-2-fluoro-phenyl)methoxy]-2-pyridyl]-2,5-difluoro-phenyl]methyl]-3-(2-methoxyethyl)benzimidazole-5-carboxylate